N-(3-(difluoromethyl)-1-(4-(4-(3-(2,6-dioxopiperidin-3-yl)benzyl)piperazin-1-yl)phenyl)-1H-pyrazol-4-yl)-2-(2-((2,2,2-trifluoroethyl)amino)pyridin-4-yl)oxazole-4-carboxamide FC(C1=NN(C=C1NC(=O)C=1N=C(OC1)C1=CC(=NC=C1)NCC(F)(F)F)C1=CC=C(C=C1)N1CCN(CC1)CC1=CC(=CC=C1)C1C(NC(CC1)=O)=O)F